ClC=1C(=C(C(=CC1)F)[C@H](C12CCC(CC1)(C2)F)NC(=O)[C@@H]2C=C[C@H](C2)NC(OC(C)(C)C)=O)F tert-butyl ((1S,4S)-4-(((S)-(3-chloro-2,6-difluorophenyl)(4-fluorobicyclo[2.2.1]heptan-1-yl)methyl)carbamoyl)cyclopent-2-en-1-yl)carbamate